BrC1=C(C=CC=C1)C(\C=C\C1=CC(=C(C=C1)O)[N+](=O)[O-])=O (E)-1-(2-Bromophenyl)-3-(4-hydroxy-3-nitrophenyl)prop-2-en-1-one